2,2'-azobis(2-methylpropionamidine) dihydrochloride salt Cl.Cl.N(=NC(C(=N)N)(C)C)C(C(=N)N)(C)C